The molecule is a 26-oxo steroid resulting from the oxidation of (25R)-3beta,26-dihydroxycholest-5-en-7-one to the corresponding aldehyde. It is a 7-oxo steroid, a cholestanoid, a 26-oxo steroid, an oxysterol, a 3beta-sterol, a steroid aldehyde and a 3beta-hydroxy-Delta(5)-steroid. It derives from a cholesterol. C[C@H](CCC[C@@H](C)[C@H]1CC[C@@H]2[C@@]1(CC[C@H]3[C@H]2C(=O)C=C4[C@@]3(CC[C@@H](C4)O)C)C)C=O